Benzyl (6R)-6-[(2-bromo [1,2,4]triazolo[1,5-c]quinazolin-5-yl) amino]-5-oxo-1,4-diazepan-1-carboxylate BrC1=NN2C(=NC=3C=CC=CC3C2=N1)N[C@H]1C(NCCN(C1)C(=O)OCC1=CC=CC=C1)=O